N,N-dimethyl-1,1-bis[(2-methylpropan-2-yl)oxy]methanamine CN(C(OC(C)(C)C)OC(C)(C)C)C